N12NNCC=C2C=CCC1 7-triazabicyclo[4.4.0]decen-5-ene